((trifluoromethyl)sulfonyl)amine potassium salt [K].FC(S(=O)(=O)N)(F)F